N,N-bis(2-thienylmethyl)propionamide S1C(=CC=C1)CN(C(CC)=O)CC=1SC=CC1